NCCCNC(=O)C=1C=NC(=CC1)OC1=C(C(=C(C=C1)C1=CN=C2N1C=CN=C2NC2=CC(=C(C=C2)C(NC)=O)CC)F)F N-(3-aminopropyl)-6-[4-[8-[3-ethyl-4-(methylcarbamoyl)anilino]imidazo[1,2-a]pyrazin-3-yl]-2,3-difluoro-phenoxy]pyridine-3-carboxamide